ClC=1C=C(C=CC1F)NC(=O)C1=C(N=CN1C)C1CC2CC(CC2C1)(O)C1=NN(N=C1[C@H](CO)O)C N-(3-chloro-4-fluorophenyl)-4-(5-(5-((R)-1,2-dihydroxyethyl)-2-methyl-2H-1,2,3-triazol-4-yl)-5-hydroxyoctahydropentalen-2-yl)-1-methyl-1H-imidazole-5-carboxamide